2-piperazin-1-ylethyl 4-[6-[5-(6-methyl-2-pyridyl)-1H-imidazol-4-yl]-3-quinolyl]thiophene-2-carboxylate CC1=CC=CC(=N1)C1=C(N=CN1)C=1C=C2C=C(C=NC2=CC1)C=1C=C(SC1)C(=O)OCCN1CCNCC1